Cl.FC1=C(CN2C(N(C(C3=C2SC(=C3CN(C)C)C3=CC=C(C=C3)[N+](=O)[O-])=O)C=3N=NC(=CC3)OC)=O)C(=CC=C1)F 1-(2,6-difluorobenzyl)-5-dimethylaminomethyl-3-(6-methoxypyridazin-3-yl)-6-(4-nitrophenyl)thieno[2,3-d]pyrimidine-2,4(1H,3H)-dione hydrochloride